ClC=1C=C(C=2N(N1)C=CN2)[C@@H]2[C@H](C2)B(O)O ((1S,2S)-2-(6-chloroimidazo[1,2-b]pyridazin-8-yl)cyclopropyl)boronic acid